1-(4-chlorobenzyl)-1H-indole-7-carboxylic acid methyl ester COC(=O)C=1C=CC=C2C=CN(C12)CC1=CC=C(C=C1)Cl